methyl 6-methyl-4'-(trifluoromethyl)[1,1'-biphenyl]-2-carboxylate CC=1C=CC=C(C1C1=CC=C(C=C1)C(F)(F)F)C(=O)OC